N-(3-(tert-butyl)-1H-pyrazol-5-yl)-2-(4-(5-(pyridin-3-yl)-1H-benzo[d]imidazol-1-yl)phenyl)acetamide C(C)(C)(C)C1=NNC(=C1)NC(CC1=CC=C(C=C1)N1C=NC2=C1C=CC(=C2)C=2C=NC=CC2)=O